CN1C(=NC(=C1)C(F)(F)F)C=1C=C2CCC(C2=CC1)OC1OCCCC1 methyl-2-(1-((tetrahydro-2H-pyran-2-yl)oxy)-2,3-dihydro-1H-inden-5-yl)-4-(trifluoromethyl)-1H-imidazole